ethyl-2-((3R)-1-(3-ethyl-5-(1-methyl-5-(((tetrahydro-2H-pyran-2-yl)oxy)methyl)-1H-1,2,3-triazol-4-yl)pyrazin-2-yl)piperidin-3-yl)acetate C(C)OC(C[C@@H]1CN(CCC1)C1=NC=C(N=C1CC)C=1N=NN(C1COC1OCCCC1)C)=O